NC1=C(C=C(C(=C1)Cl)Cl)C(C)=O 1-(2-amino-4,5-dichlorophenyl)ethanone